5-benzyl-3-((5-isopropylisoxazole-3-carboxamido)methyl)-4,5-dihydroisoxazole C(C1=CC=CC=C1)C1CC(=NO1)CNC(=O)C1=NOC(=C1)C(C)C